C(C)(C)(C)OC(=O)N1CC(N(CC1)CCC1CCN(CC1)C1=CC=C(C=C1)[N+](=O)[O-])=O.F[C@H]1C[C@H](N2N=C(N=C21)N2N=NC1=C2C=CC=C1)C1=CC=CC=C1 1-[(5s,7s)-7-fluoro-5-phenyl-6,7-dihydro-5H-pyrrolo[1,2-b][1,2,4]triazol-2-yl]benzotriazole tert-butyl-4-[2-[1-(4-nitrophenyl)-4-piperidyl]ethyl]-3-oxo-piperazine-1-carboxylate